N-(4,6-difluoro-1,3-benzothiazol-2-yl)adamantane-1-carboxamide FC1=CC(=CC2=C1N=C(S2)NC(=O)C21CC3CC(CC(C2)C3)C1)F